N1=C(N=C2N=CNC2=C1)C(=O)N purinamide